ClC=1C(=C(C(=C(C1C)C(OCC)OCC)O)C/C=C(/C=C/[C@@]1([C@H](C(CO[C@H]1C)=O)C)C)\C)OC (4R,5R,6S)-5-[(1E,3E)-5-[3-chloro-5-(diethoxymethyl)-6-hydroxy-2-methoxy-4-methylphenyl]-3-methylpenta-1,3-dien-1-yl]-4,5,6-trimethyltetrahydropyran-3-one